FC(OC=1C=C(C=CC1)C1=NN(C=N1)C1=C(N=CN1C)[N+](=O)[O-])F 3-(3-(difluoromethoxy)phenyl)-1-(1-methyl-4-nitro-1H-imidazol-5-yl)-1H-1,2,4-triazole